CN1CCN(CC1)C1=CC=C(C=C1)NC=1N=CC2=C(N1)N(C(C=C2C#C[Si](C(C)C)(C(C)C)C(C)C)=O)C2CCC(CC2)NC(CC)=O N-((1s,4s)-4-(2-((4-(4-Methylpiperazin-1-yl)phenyl)amino)-7-oxo-5-((triisopropylsilyl)ethynyl)pyrido[2,3-d]pyrimidin-8(7H)-yl)cyclohexyl)propionamide